3-(3-methoxyphenyl)-N-methylpropanamide COC=1C=C(C=CC1)CCC(=O)NC